O=C1NC(CCC1C1=CC=C(CC2(CCNCC2)F)C=C1)=O 4-(4-(2,6-dioxopiperidin-3-yl)benzyl)-4-fluoropiperidin